FC=1C=C(C=C(C1)[N+](=O)[O-])[C@@H]1[C@@H](CC1)C(=O)O cis-2-(3-fluoro-5-nitrophenyl)cyclobutane-1-carboxylic acid